ClC1=CC(=C(N)C=C1Cl)OCC1(CC1)F 4,5-Dichloro-2-((1-fluorocyclopropyl)methoxy)aniline